C(C(CO)(C([2H])([2H])[2H])O)([2H])([2H])[2H] 2-(methyl-d3)propane-3,3,3-d3-1,2-diol